7-chloro-3-(4-methoxyphenyl)-1,8-naphthyridin-2(1H)-one ClC1=CC=C2C=C(C(NC2=N1)=O)C1=CC=C(C=C1)OC